FC=1C=C(C=2C(CCCC2C1F)=O)NC(C)=O N-(3,4-difluoro-8-oxo-5,6,7,8-tetrahydronaphthalene-1-yl)acetamide